2-(6-{[(benzyloxy)carbonyl]amino}-4-[(2,6-dioxopiperidin-3-yl)carbamoyl]-2-methyl-1H-1,3-benzodiazol-1-yl)acetic acid hydrochloride Cl.C(C1=CC=CC=C1)OC(=O)NC=1C=C(C2=C(N(C(=N2)C)CC(=O)O)C1)C(NC1C(NC(CC1)=O)=O)=O